(2-trifluoromethoxyphenyl)-4-hydroxymethyl-5-cyclopropylisoxazole FC(OC1=C(C=CC=C1)C1=NOC(=C1CO)C1CC1)(F)F